ClC=1C=C2C(=NC(N3C2=C(C1C1=C(C=C(C=C1)F)F)SC(C3)(C)C)=O)N3[C@H](CN(CC3)C(=O)OC(C)(C)C)C tert-Butyl (3S)-4-(9-chloro-10-(2,4-difluorophenyl)-2,2-dimethyl-5-oxo-2,3-dihydro-5H-[1,4]thiazino[2,3,4-ij]quinazolin-7-yl)-3-methylpiperazine-1-carboxylate